3-methoxy-cyclohexyl-formic acid COC1CC(CCC1)C(=O)O